C(CCCCCC(C)C)(=O)NC(C(=O)O)CCCC isononamidocaproic acid